N1C=CC2=C(C=CC=C12)C=1N=C(C2=C(N1)C=CS2)N2C(COCC2)C 2-(1H-indol-4-yl)thieno[3,2-d]pyrimidin-4-yl-3-methylmorpholine